C(C)(=O)O[C@H]1[C@@H](O[C@]([C@H]1OC(C)=O)(F)COP(=O)(O)OC1CSSCC1OCC1=CC=CC=C1)N1C(NC(C=C1)=O)=O |r| [rac-(2R,3R,4S,5S)-4-acetoxy-5-[[(5-benzyloxydithian-4-yl)oxy-hydroxy-phosphoryl]oxymethyl]-2-(2,4-dioxopyrimidin-1-yl)-5-fluoro-tetrahydrofuran-3-yl] acetate